2-(4-(4-Methoxyphenyl)piperazin-1-yl)-N-(4-phenyl-thiazol-2-yl)butyramid COC1=CC=C(C=C1)N1CCN(CC1)C(C(=O)NC=1SC=C(N1)C1=CC=CC=C1)CC